7-(2-(4-(6-fluorobenzothiophen-4-yl)piperazin-1-yl)ethyl)-1-(2-(2-methoxyethoxy)acetyl)-3,4-dihydroquinolin-2(1H)-one FC1=CC2=C(C=CS2)C(=C1)N1CCN(CC1)CCC1=CC=C2CCC(N(C2=C1)C(COCCOC)=O)=O